potassium cyclopropyl-trifluoroborate C1(CC1)[B-](F)(F)F.[K+]